O.[Os] osmium water